6',7'-Dimethyl-2'-phenylspiro[indeno[2,1-b]thiophene-8,3'-indole] CC1=CC=C2C3(C(=NC2=C1C)C1=CC=CC=C1)C=1C=CC=CC1C1=C3SC=C1